C(C)(C)(C)OC(=O)N1[C@H](CN(CC1)C1=CC(=C(C=C1)[N+](=O)[O-])O)C.C[C@@H]1N(CCN(C1)C1=CC2=C(N(C(O2)=O)C)C=C1)C(=O)NCCCCC1=CC=CC=C1 (2S)-2-Methyl-4-(3-methyl-2-oxo-1,3-benzoxazol-6-yl)-N-(4-phenylbutyl)piperazine-1-carboxamide tert-Butyl-(2S)-4-(3-hydroxy-4-nitrophenyl)-2-methylpiperazine-1-carboxylate